CC(C(=O)O)[N+]#[C-] 2-methylisocyanoacetic acid